BrC=1C(=C(C=CC1)S(=O)(=O)N[Si](C)(C)C(C)(C)C)F 3-bromo-N-(tert-butyldimethylsilyl)-2-fluorobenzenesulfonamide